C(C)C1=C(C(=NN(C1=O)CC(=O)OC)C(C)C)C1=CC(=CC=C1)F methyl 2-(5-ethyl-4-(3-fluorophenyl)-3-isopropyl-6-oxopyridazin-1(6H)-yl)acetate